C(C)(C)(C)OC(=O)N1C(C=2N(CC1)N=C(C2C2=C1C(=NC=C2)NC=C1C)C1=CC=C(C=C1)C(F)(F)F)C.OCCN(C(C=CC1=CC=CC=C1)=O)CCO N,N-bis(2-hydroxyethyl)cinnamamide tert-butyl-4-methyl-3-(3-methyl-1H-pyrrolo[2,3-b]pyridin-4-yl)-2-[4-(trifluoromethyl)phenyl]-6,7-dihydropyrazolo[1,5-a]pyrazine-5(4H)-carboxylate